The molecule is a hydroxy fatty-acyl-CoA that results from the formal condensation of the thiol group of coenzyme A with the carboxy group of 2-hydroxytetradecanoic acid. It is a hydroxy fatty acyl-CoA and a long-chain fatty acyl-CoA. It is a conjugate acid of a 2-hydroxytetradecanoyl-CoA(4-). CCCCCCCCCCCCC(C(=O)SCCNC(=O)CCNC(=O)[C@@H](C(C)(C)COP(=O)(O)OP(=O)(O)OC[C@@H]1[C@H]([C@H]([C@@H](O1)N2C=NC3=C(N=CN=C32)N)O)OP(=O)(O)O)O)O